2,6a,7,7a,8,9,10,11,11a,13-decahydro-6H-pyrido[1',2':4,5]pyrazino[1,2-a]benzimidazole-3-carboxamide C=1CC(=CN2CC3NC4C(N3CC21)CCCC4)C(=O)N